CC1CC(CCC1)CCCCCC 3-methyl-1-hexylcyclohexane